Tert-Butyl 3-(2-chloropyrimidin-4-yl)azetidine-1-carboxylate ClC1=NC=CC(=N1)C1CN(C1)C(=O)OC(C)(C)C